COC1=CC=C(C2=CC=CC=C12)C(=O)CCC(=O)O 3-(4-methoxynaphthoyl)propionic acid